2-(1-methylpiperidin-4-yl)-5-((1S,5R)-3-(8-(trifluoromethoxy)quinolin-5-yl)-5-(trifluoromethyl)-3-azabicyclo[3.1.0]hexan-1-yl)-1,3,4-oxadiazole CN1CCC(CC1)C=1OC(=NN1)[C@@]12CN(C[C@]2(C1)C(F)(F)F)C1=C2C=CC=NC2=C(C=C1)OC(F)(F)F